2-(4-methylphenyl)acetic acid 2-methoxy-4-ethylphenyl ester COC1=C(C=CC(=C1)CC)OC(CC1=CC=C(C=C1)C)=O